ClC1=C(C=C2C=C(N=CC2=C1)NC(=O)[C@H]1[C@@H](C1)C(C)(C)O)C1CCN(CC1)[C@]1(COCC1)C (1R,2R)-N-(7-chloro-6-(1-(3R-methyltetrahydrofuran-3-yl)piperidin-4-yl)isoquinolin-3-yl)-2-(2-hydroxypropan-2-yl)cyclopropane-1-carboxamide